2,4-dioxo-5-fluoropyrimidine O=C1NC=C(C(N1)=O)F